2,2-dimethylbutyl ((4-nitrophenoxy)(phenoxy)phosphoryl)-L-alaninate [N+](=O)([O-])C1=CC=C(OP(=O)(OC2=CC=CC=C2)N[C@@H](C)C(=O)OCC(CC)(C)C)C=C1